N-((1-(4-methylbenzyl)pyrrolidin-3-yl)methyl)-1-(3-(4-(trifluoromethoxy)phenyl)-1,2,4-oxadiazol-5-yl)piperidine-4-carboxamide formate C(=O)O.CC1=CC=C(CN2CC(CC2)CNC(=O)C2CCN(CC2)C2=NC(=NO2)C2=CC=C(C=C2)OC(F)(F)F)C=C1